CC1=NC=CC(=C1)C1=NNC2=CC=C(C=C12)NC1CCC2=CC(=CC=C12)C#N 1-[[3-(2-methyl-4-pyridyl)-1H-indazol-5-yl]amino]indane-5-carbonitrile